NC/C=C/S(=O)(=O)C1CCN(CC1)C(=O)OCC[Si](C)(C)C (E)-2-(trimethylsilyl)ethyl 4-((3-aminoprop-1-en-1-yl)sulfonyl)piperidine-1-carboxylate